COC1=C(C(=O)P(C(C2=C(C=CC=C2OC)OC)=O)=O)C(=CC=C1)OC bis(2,6-dimethoxybenzoyl)phosphine oxide